NC1=C(C2=C(S1)C(C(CC2)(CC2CC2)C#N)=O)C(=O)O 2-Amino-6-cyano-6-(cyclopropylmethyl)-7-oxo-4,5,6,7-tetrahydrobenzo[b]thiophene-3-carboxylic acid